2,6-bis(t-butyl)-9,10-bis[2-carboxy(3,6-methano-4-cyclohexenyl)]carbonyloxyanthracene C(C)(C)(C)C1=CC2=C(C3=CC=C(C=C3C(=C2C=C1)OC(=O)C1C(C2C=CC1C2)C(=O)O)C(C)(C)C)OC(=O)C2C(C1C=CC2C1)C(=O)O